ClCC(=O)N1CCC2(N(C(CS2)=O)CC=2OC(=CC2)C2=CC=C(C3=CC=CC=C23)OC)CC1 8-(2-chloroacetyl)-4-((5-(4-methoxynaphthalen-1-yl)furan-2-yl)methyl)-1-thia-4,8-diazaspiro[4.5]Decan-3-one